2-[[3-hydroxypyrrolidine-1-carbonyl]amino]-4-[2-methoxyethyl-[4-(5,6,7,8-tetrahydro-1,8-naphthyridin-2-yl)butyl]amino]butanoic acid OC1CN(CC1)C(=O)NC(C(=O)O)CCN(CCCCC1=NC=2NCCCC2C=C1)CCOC